BrC1=CN=C2C(N(C=NN21)CC2(CCN(CC2)C(=O)OC(C)(C)C)O)=O tert-butyl 4-((7-bromo-4-oxoimidazo[2,1-f][1,2,4]triazin-3(4H)-yl) methyl)-4-hydroxypiperidine-1-carboxylate